3-{3-methyl-2-oxo-5-[3-(piperidin-4-yloxy)prop-1-yn-1-yl]-1,3-benzodiazol-1-yl}piperidine-2,6-dione CN1C(N(C2=C1C=C(C=C2)C#CCOC2CCNCC2)C2C(NC(CC2)=O)=O)=O